N(=NC(=O)O)C(=O)O azobis-carboxylic acid